C(C=C)N1N=C(N=C1C)NC(C1=C(C=C(C=C1)C1=NOC(C1)(C(F)(F)F)C1=CC(=C(C(=C1)Cl)F)Cl)C)=O N-(1-allyl-5-methyl-1H-1,2,4-triazol-3-yl)-4-(5-(3,5-dichloro-4-fluorophenyl)-5-(trifluoromethyl)-4,5-dihydroisoxazol-3-yl)-2-methylbenzamide